C(#N)[C@H]1N(CCC1)C(CN1C[C@H](CC1)NC(=O)C1=COC2=C1C=CC(=C2)C)=O N-((S)-1-(2-((S)-2-Cyanopyrrolidin-1-yl)-2-oxoethyl)pyrrolidin-3-yl)-6-methylbenzofuran-3-carboxamid